NC1=NC=CC(=C1F)C=1C(=C(C(=O)NCC(C(O)C2=CC=C(C=C2)F)(F)F)C(=CC1)CC)F 3-(2-amino-3-fluoropyridin-4-yl)-N-(2,2-difluoro-3-(4-fluorophenyl)-3-hydroxypropyl)-6-ethyl-2-fluorobenzamide